3-(1-((4-butoxyphenyl)sulfonyl)piperidin-4-yl)-1H-indole C(CCC)OC1=CC=C(C=C1)S(=O)(=O)N1CCC(CC1)C1=CNC2=CC=CC=C12